ClC=1N(C(=NN1)C1=CC=CC(=N1)N)C(C)C 6-(5-chloro-4-isopropyl-4H-1,2,4-triazol-3-yl)pyridin-2-amine